3,9-bis[2-[3-(3-tert-butyl-4-hydroxy-5-methylphenyl)propionyloxy]1,1-dimethylethyl]2,4,8,10-tetraoxaspiro[5.5]undecane C(C)(C)(C)C=1C=C(C=C(C1O)C)CCC(=O)OCC(C)(C)C1OCC2(CO1)COC(OC2)C(COC(CCC2=CC(=C(C(=C2)C)O)C(C)(C)C)=O)(C)C